[NH4+].[F-].[F-].[F-].[Ti+2] titanium trifluoride ammonium